3-(4,5-di-methylthiazolid-2-yl)-2,5-diphenyltetrazolium bromide [Br-].CC=1N[C-](SC1C)N1N([NH2+]C(=N1)C1=CC=CC=C1)C1=CC=CC=C1